FC=1C=CC(=C(N)C1)C1=CC(=NC2=C(N=CC=C12)C1=CC=NN1)N1[C@@H](COCC1)C 5-fluoro-2-{2-[(3R)-3-methylmorpholin-4-yl]-8-(1H-pyrazol-5-yl)-1,7-naphthyridin-4-yl}aniline